O=C1NC(CCC1NC1=C(CN(C=2SC(=C(N2)C)C2=NC(=NC=C2F)NC=2C=C(C=CC2)S(=O)(=O)N)C)C=CC=C1)=O 3-((4-(2-((2-((2,6-dioxopiperidin-3-yl)amino)benzyl)(methyl)amino)-4-methylthiazol-5-yl)-5-fluoropyrimidin-2-yl)amino)benzenesulfonamide